3-(2-amino-4,5-dichloroanilino)propan-1-ol NC1=C(NCCCO)C=C(C(=C1)Cl)Cl